4-(1-methyldecyl)benzenesulfonic acid CC(CCCCCCCCC)C1=CC=C(C=C1)S(=O)(=O)O